CN(NC)CC=1N(C2=CC=CC=C2C1)CCC(NCC(NCC(NCC(N(C(C(=O)O)C)C)=O)=O)=O)=O 15-(2-((1,2-Dimethylhydrazino)methyl)-1H-indol-1-yl)-2,3-dimethyl-4,7,10,13-tetraoxo-3,6,9,12-tetraazapentadecane-1-oic acid